CC=1C=C(C=CC1B1OC(C(O1)(C)C)(C)C)C1=NN=CN1C1OCCCC1 3-(3-Methyl-4-(4,4,5,5-tetramethyl-1,3,2-dioxaborolan-2-yl)phenyl)(tetrahydro-2H-pyran-2-yl)-4H-1,2,4-triazole